methyl 6-bromo-2-(2-((tert-butoxycarbonyl)amino)ethyl)-2H-indazole-3-carboxylate BrC=1C=CC2=C(N(N=C2C1)CCNC(=O)OC(C)(C)C)C(=O)OC